8-(3-isopropyl-5-(1-(tetrahydro-2H-pyran-4-yl)piperidin-4-yl)-1H-indol-2-yl)-[1,2,4]triazolo[1,5-a]pyridine C(C)(C)C1=C(NC2=CC=C(C=C12)C1CCN(CC1)C1CCOCC1)C=1C=2N(C=CC1)N=CN2